2-(2,6-dioxopiperidin-3-yl)-4-(4-((4-ethylpiperidin-1-yl)methyl)benzylamino)isoindoline-1,3-dione O=C1NC(CCC1N1C(C2=CC=CC(=C2C1=O)NCC1=CC=C(C=C1)CN1CCC(CC1)CC)=O)=O